5-(1-((S)-3-(ethoxymethyl)-3-(2-(1-methyl-1H-imidazol-2-yl)ethyl)pyrrolidin-1-yl)ethyl)-2-methylpyridine HCl Cl.C(C)OC[C@@]1(CN(CC1)C(C)C=1C=CC(=NC1)C)CCC=1N(C=CN1)C